FC(C(=O)O)(F)F.NC1(CCN(CC1)C[C@H](NC([C@H](NC([C@H](NC(CNC[C@H](C)C1=CC=CC=C1)=O)CC1=CC=CC=C1)=O)CC(C)C)=O)CCCCN)C(=O)O 4-amino-1-((2R,5R,8R,14R)-2-(4-aminobutyl)-8-benzyl-5-isobutyl-4,7,10-trioxo-14-phenyl-3,6,9,12-tetraazapentadec-1-yl)piperidine-4-carboxylic acid trifluoroacetate